3,3',3'',5,5',5''-hexa-t-butyl-α,α',α''-(mesitylene-2,4,6-triyl)tri-p-cresol C(C)(C)(C)C1=CC(=CC(=C1CC1=C(C(=C(C(=C1C)CC=1C(=CC(=CC1C(C)(C)C)O)C(C)(C)C)C)CC=1C(=CC(=CC1C(C)(C)C)O)C(C)(C)C)C)C(C)(C)C)O